COC(=O)[C@H]1N([C@H]2C[C@]2(C1)COCCNC(C)=O)C(=O)OC(C)(C)C (1S,3S,5R)-5-((2-acetamidoethoxy)methyl)-2-azabicyclo-[3.1.0]Hexane-2,3-dicarboxylic acid 2-(tert-butyl) ester 3-methyl ester